C(C)(C)(C)OC(=O)N1C(CNCC1)(CF)C=1C2=C(N=CN1)N(C=C2C2CC2)C2=CC(=CC(=C2)F)F (5-cyclopropyl-7-(3,5-difluorophenyl)-7H-pyrrolo[2,3-d]pyrimidin-4-yl)-2-(fluoromethyl)piperazine-1-carboxylic acid tert-butyl ester